N-(bicyclo[2.2.2]octan-1-yl)-4-oxo-2-(pyridin-4-yl)-3,4-dihydrothieno[3,4-d]pyrimidine-7-carboxamide C12(CCC(CC1)CC2)NC(=O)C=2SC=C1C2N=C(NC1=O)C1=CC=NC=C1